C(C)O[Si](CCN1N=NN=C1C1=C(C=CC=C1)C1=NN=NN1)(OCC)OCC 1-[2-(triethoxysilyl)ethyl]-5,5'-(1,2-phenylene)bis(1,2,3,4-tetrazole)